5-(3-(((S)-1-(1H-tetrazol-1-yl)propan-2-yl)oxy)-4-chlorophenyl)-N-(3-(2-(methylsulfonyl)ethoxy)-1-((1r,4r)-4-morpholinocyclohexyl)-1H-pyrazol-4-yl)pyrimidin-2-amine N1(N=NN=C1)C[C@H](C)OC=1C=C(C=CC1Cl)C=1C=NC(=NC1)NC=1C(=NN(C1)C1CCC(CC1)N1CCOCC1)OCCS(=O)(=O)C